OC(C)C=1C(N(C=CC1)C=1C=NC=CC1)=O 3-(1-hydroxyethyl)-2H-[1,3'-bipyridin]-2-one